BrC1=C(N(N=C1)C)C1=C(C=C2C=CC=NC2=C1)C#N 7-(4-bromo-2-methyl-pyrazol-3-yl)quinoline-6-carbonitrile